C(C)C(CCl)(NC)CC diethylmethylaminoethyl chloride